CC1=CC=C(C=C1)S(=O)(=O)OCC1=NC(=NC=C1)C1=CC=C(C=C1)NCCNC(=O)OC(C)(C)C [2-[4-[2-(tert-butoxycarbonylamino)ethylamino]phenyl]pyrimidin-4-yl]methyl 4-methylbenzenesulfonate